NC1=NC=NC=2C3=C(CC(C12)(C)C)C(=C(C=C3)OC3CCNCCC3)N(CCC#N)C 3-[[4-amino-8-(azepan-4-yloxy)-5,5-dimethyl-6H-benzo[H]quinazolin-7-yl]-methyl-amino]propionitrile